3-(3-fluorophenyl)(5-(1,2,4-oxadiazolyl)(3-pyridyl)methanone) FC=1C=C(C=CC1)C1(CN=CC(=C1)C1=NOC=N1)C=O